C1C2CC3CC1CC(C2)(C3)C#P adamantylphosphaethyne